(S)-N'-((1,2,3,5,6,7-hexahydro-s-indacen-4-yl)carbamoyl)-5-((S)-pyrrolidin-2-yl)thiophene-2-sulfonimidamide C1CCC2=C(C=3CCCC3C=C12)NC(=O)N=[S@@](=O)(N)C=1SC(=CC1)[C@H]1NCCC1